CC1=NN(C=C1NC1=NC=C(C(=N1)NCCCN1C(CCCC1)=O)C(F)(F)F)C1CCNCC1 1-(3-((2-((3-methyl-1-(piperidin-4-yl)-1H-pyrazol-4-yl)amino)-5-(trifluoromethyl)pyrimidin-4-yl)amino)propyl)piperidin-2-one